1-(4-(6-((4-(6-(1-(Phenylsulfonyl)-1H-indol-3-yl)imidazo[1,2-a]pyridin-3-yl)pyrimidin-2-yl)amino)pyridin-3-yl)piperazin-1-yl)ethan-1-one C1(=CC=CC=C1)S(=O)(=O)N1C=C(C2=CC=CC=C12)C=1C=CC=2N(C1)C(=CN2)C2=NC(=NC=C2)NC2=CC=C(C=N2)N2CCN(CC2)C(C)=O